OCCN(C(NC=1C=C(C=CC1)C1=CC=C(C=C1)C(=O)N)=O)CC1=CC(=CC=C1)OC 3'-(3-(2-hydroxyethyl)-3-(3-methoxybenzyl)ureido)-[1,1'-biphenyl]-4-carboxamide